2-azabicyclo[2.2.1]Heptane-5-carbaldehyde C12NCC(C(C1)C=O)C2